dispiro[cyclopenta[b]pyridine-5,1'-cyclohexane-4',2''-[1,3]dioxolane] O1C2(OCC1)CCC1(CC2)C=CC2=NC=CC=C21